Cl.O[C@@H]1C[C@H](NC1)C(=O)NCC1=CC=C(C=C1)C1=C(N=CS1)C (2S,4R)-4-hydroxy-N-(4-(4-methylthiazol-5-yl)benzyl)pyrrolidine-2-carboxamide, hydrochloride